CC1=C(C(=CC=C1)C)C1=NC=2NS(C=3C=CC=C(C(NCC(OC(=C1)N2)C2=CC=C(C=C2)[Si](C)(C)C)=O)C3)(=O)=O 6-(2,6-Dimethylphenyl)-2,2-dioxo-10-(4-trimethylsilylphenyl)-9-oxa-2λ6-thia-3,5,12,19-tetrazatricyclo[12.3.1.14,8]nonadeca-1(18),4(19),5,7,14,16-hexaen-13-one